NC1=CC(=C(C=N1)C1=NN2C(C(N1)=O)=CC(=C2)C(=O)OCC)C(F)(F)F ethyl 2-(6-amino-4-(trifluoromethyl)pyridin-3-yl)-4-oxo-3,4-dihydropyrrolo[2,1-f][1,2,4]triazine-6-carboxylate